C[C@H]1N(CCC1)CC1=C(N=C(S1)N)C=1SC=C(C1)C(F)(F)F 5-{[(2R)-2-methylpyrrolidin-1-yl]methyl}-4-[4-(trifluoromethyl)thiophen-2-yl]-1,3-thiazol-2-amine